S-(4-methylbenzyl)cysteine CC1=CC=C(CSC[C@H](N)C(=O)O)C=C1